N-(4-nitrophenyl-ethyl)-2-phenylethylamine [N+](=O)([O-])C1=CC=C(C=C1)CCNCCC1=CC=CC=C1